C1(CC1)S(=O)(=O)NC=1SC=C(N1)C(C(=O)NC1=NC=C(C=C1F)C1=NC(=CN=C1)OCC)OC 2-(2-(cyclopropanesulfonylamino)thiazol-4-yl)-N-(5-(6-ethoxypyrazin-2-yl)-3-fluoropyridin-2-yl)-2-methoxyacetamide